C(CCCCCCCCC)N(C(CCCCCCCCC(CCCCCCCCC(=O)N(CCCCCCCCCC)CCCCCCCCCC)O)=O)CCCCCCCCCC N1,N1,N19,N19-tetrakis(decyl)-10-hydroxynonadecanediamide